C[N+](C)(CCCCCCCCCCCC)[O-] N,N-Dimethyllaurylamine N-oxide